6-chloro-2-vinylphenol ClC1=CC=CC(=C1O)C=C